(R)-5-(7-(4-Chloro-3-(trifluoromethyl)benzoyl)-6-methyl-4-oxo-2-thioxo-1,2,5,6,7,8-hexahydropyrido[3,4-d]pyrimidin-3(4H)-yl)-N-methylpentanamide ClC1=C(C=C(C(=O)N2CC=3NC(N(C(C3C[C@H]2C)=O)CCCCC(=O)NC)=S)C=C1)C(F)(F)F